trans-(4-(5-(4-chlorophenyl)-1,3,4-oxadiazol-2-yl)cyclohexyl)methanamine 2,2,2-trifluoroacetate FC(C(=O)O)(F)F.ClC1=CC=C(C=C1)C1=NN=C(O1)[C@@H]1CC[C@H](CC1)CN